2-Phenyl-3-(piperazinomethyl)imidazo[1,2-a]pyridin C1(=CC=CC=C1)C=1N=C2N(C=CC=C2)C1CN1CCNCC1